N1C=2N(CCC1)CCCN2 1h,2h,3h,4h,6h,7h,8h-[1,3]diazino[1,2-a]pyrimidine